F[P-](F)(F)(F)(F)F.C(C1=CC=CC=C1)C1(C(=[N+](C=2C=CC3=C(C12)C=CC=C3)C)C=CC=C3N(C=1C=CC2=C(C1C3(C)CC3=CC=CC=C3)C=CC=C2)C)C 1-benzyl-2-[3-(1-benzyl-1,3-dimethyl-1H-benzo[e]indol-2(3H)-ylidene)-1-propen-1-yl]-1,3-dimethyl-1H-benzo[e]indol-3-ium hexafluorophosphate